4,7-dicyano-2-pentafluoroethyl-benzimidazole C(#N)C1=CC=C(C=2N=C(NC21)C(C(F)(F)F)(F)F)C#N